N-[(6-Amino-2-pyridyl)sulfonyl]-6-(3,4-dimethylphenyl)-2-(2,4,6-trimethylphenoxy)pyridin-3-carboxamid NC1=CC=CC(=N1)S(=O)(=O)NC(=O)C=1C(=NC(=CC1)C1=CC(=C(C=C1)C)C)OC1=C(C=C(C=C1C)C)C